(2S)-4-(5-((2,2-difluorocyclopropyl)methyl)-3-fluoro-2-(3H-1,2,3,4-tetrazol-5-yl)phenyl)-2-methyl-1-((3-methyl-1,2,4-oxadiazol-5-yl)methyl)piperazine FC1(C(C1)CC=1C=C(C(=C(C1)N1C[C@@H](N(CC1)CC1=NC(=NO1)C)C)C1=NNN=N1)F)F